(Z)-8-dodecenyl acetate (cis-8-dodecenylacetate) C(CCCCCC\C=C/CCC)CC(=O)O.C(C)(=O)OCCCCCCC\C=C/CCC